COC1=CC=C(CN)C=C1 para-methoxybenzylamine